caproyl-amide C(CCCCC)(=O)[NH-]